C1(=CC=C(C=C1)C1=NC(=NC(=N1)C1=CC=CC=C1)C=1C=C(C=CC1)C1=CC(=CC=C1)C1=CC=C2N(C=3C=CC=C4C3C2=C1C1=CC=CC=C14)C1=CC=CC=C1)C1=CC=CC=C1 1-[3'-(4-[1,1'-biphenyl]-4-yl-6-phenyl-1,3,5-triazin-2-yl)[1,1-biphenyl]-3-yl]-4-phenyl-naphtho[1,2,3,4-def]carbazole